C1(CCC1)[C@H](C(=O)NC1(CC1)C1=CC=C(C(=O)OC)C=C1)OC([C@@H](C1=CC=CC=C1)OC)=O methyl 4-(1-((R)-2-cyclobutyl-2-((R)-2-methoxy-2-phenylacetoxy)acetamido) cyclopropyl)benzoate